OC1=CC=C(C=C1)C=1N=C2N(C=CC(=C2)C2=CC=CC=C2)C1NC1=CC=C(C(=O)OC(C)(C)C)C=C1 tert-Butyl 4-((2-(4-hydroxyphenyl)-7-phenylimidazo[1,2-a]pyridin-3-yl)amino)benzoate